ClC1=CC=C(C=C1)O Para-chlorophenol